6-(4-(4-(4-ethylpiperazin-1-yl)piperidin-1-yl)-3-fluorophenyl)-N4-(1-(methylsulfonyl)indolin-7-yl)-1H-pyrazolo[3,4-d]pyrimidine-4,6-diamine C(C)N1CCN(CC1)C1CCN(CC1)C1=C(C=C(C=C1)C1(N=C(C=2C(=N1)NNC2)NC=2C=CC=C1CCN(C21)S(=O)(=O)C)N)F